2,4-DIMETHYL-3-ISOPROPYL-PENTANE CC(C)C(C(C)C)C(C)C